N-(2,3-difluoro-6-nitrophenyl)prop-2-enamide FC1=C(C(=CC=C1F)[N+](=O)[O-])NC(C=C)=O